C(CCCCCC)C1CCC(CC1)O 4-heptylcyclohexane-1-ol